Methyl (2S)-2-[[(2S,4S)-1-(4-methoxy-1H-indole-2-carbonyl)-4-phenyl-pyrrolidine-2-carbonyl] amino]-3-[(3S)-2-oxo-3-piperidyl]propanoate COC1=C2C=C(NC2=CC=C1)C(=O)N1[C@@H](C[C@H](C1)C1=CC=CC=C1)C(=O)N[C@H](C(=O)OC)C[C@H]1C(NCCC1)=O